C(C)C(C(=O)OC(COC1=CC(=NC2=C(N=CC=C12)C1=CC=NN1C1OCCCC1)N1CCOCC1)(C)C)(CCC)C 2-methyl-1-({2-(morpholin-4-yl)-8-[1-(tetrahydro-2H-pyran-2-yl)-1H-pyrazol-5-yl]-1,7-naphthyridin-4-yl}oxy)propan-2-ol ethyl-2-methyl-pentanoate